6,7-dichloropyrazolo[1,5-a]pyridine ClC=1C=CC=2N(C1Cl)N=CC2